tert-butyl 4-(6-hydroxypyrazolo[1,5-a]pyridin-3-yl)piperidine-1-carboxylate OC=1C=CC=2N(C1)N=CC2C2CCN(CC2)C(=O)OC(C)(C)C